CS(=O)(=O)OCCN1C(C(=CC=C1)C(=O)OC)=O methyl 1-[2-(methanesulfonyloxy)ethyl]-2-oxo-1,2-dihydropyridine-3-carboxylate